N-(4-nitrophenyl-ethyl)-2-(trifluoromethyl)quinazolin-4-amine [N+](=O)([O-])C1=CC=C(C=C1)CCNC1=NC(=NC2=CC=CC=C12)C(F)(F)F